ClC1=CC(=NC=C1)N1N=CC(=C1)CC(=O)NC1=NNC(=C1)C1CC1 2-(1-(4-chloropyridin-2-yl)-1H-pyrazol-4-yl)-N-(5-cyclopropyl-1H-pyrazol-3-yl)acetamide